4-amino-N-[4-(methoxymethyl)phenyl]-7-(1-methylcyclopropyl)-7H-pyrrolo[2,3-d]pyrimidine-5-carboxamide NC=1C2=C(N=CN1)N(C=C2C(=O)NC2=CC=C(C=C2)COC)C2(CC2)C